2-methoxyhexadecan-1-ol COC(CO)CCCCCCCCCCCCCC